ClC=1C(=C(C=CC1F)[C@@H](NC(=O)[C@H]1NC(NC1)=O)[C@@H]1OC[C@H](CC1)C(F)(F)F)F (S)-N-((R)-(3-chloro-2,4-difluorophenyl)((trans)-5-(trifluoromethyl)tetrahydro-2H-pyran-2-yl)methyl)-2-oxoimidazolidine-4-carboxamide